(Z)-2-(hydroxyimino)-6-methoxy-2,3-dihydro-1H-inden O\N=C\1/CC2=CC(=CC=C2C1)OC